[I-].[NH4+].NC(=N)N guanidine ammonium iodide